C(C(O)C)(=O)O.C(CCCCCCCCCCCCCCCCC)(=O)OCC(O)CO Glyceryl Stearat Lactat